C(C)NC(CN1N=C(C=CC1=O)B1OC(C(O1)(C)C)(C)C)=O N-ethyl-2-[6-oxo-3-(4,4,5,5-tetramethyl-1,3,2-dioxaborolan-2-yl)pyridazin-1-yl]acetamide